tert-butyl (1R,4R,5S)-5-((6-(2-cyanoethyl)-7-(2,3-dichlorophenyl)-3-(ethoxycarbonyl)-8-fluoro-2-methylquinolin-4-yl)amino)-2-azabicyclo[2.1.1]hexane-2-carboxylate C(#N)CCC=1C=C2C(=C(C(=NC2=C(C1C1=C(C(=CC=C1)Cl)Cl)F)C)C(=O)OCC)N[C@H]1[C@H]2CN([C@@H]1C2)C(=O)OC(C)(C)C